F[C@@H]1[C@@H](CNCC1)OC=1C=C2CN(C(C2=CC1)=O)C1C(NC(CC1)=O)=O |o1:1,2| 3-(5-(((3R*,4S*)-4-fluoropiperidin-3-yl)oxy)-1-oxoisoindolin-2-yl)piperidine-2,6-dione